2-(N-tert-butoxycarbonylamino)biphenol C(C)(C)(C)OC(=O)NC1(C(C=CC=C1)O)C=1C(=CC=CC1)O